C(C)(C)(C)C1=NOC(=C1)NC(=O)N1N(CCCC1)C1=NC=C(N=C1)C(F)(F)F N-(3-(tert-butyl)isoxazol-5-yl)-2-(5-(trifluoromethyl)pyrazin-2-yl)tetrahydropyridazine-1(2H)-carboxamide